[PH2](=O)OC(C1=C(C(=C(C=C1C)C)C1=CC=CC=C1)C)=O.[Li] lithium phenyl-2,4,6-trimethylbenzoyl hypophosphite